8,8'-((disulfanediylbis(methylene))bis(6-methylpyridin-2,3-diyl))bis(N-((5-fluoro-2,3-dihydrobenzofuran-4-yl)methyl)-1-iodoimidazo[1,5-c]pyrimidin-5-amine) S(SCC1=NC(=CC=C1C=1C=2N(C(=NC1)NCC1=C(C=CC3=C1CCO3)F)C=NC2I)C)CC2=NC(=CC=C2C=2C=3N(C(=NC2)NCC2=C(C=CC1=C2CCO1)F)C=NC3I)C